4-[3-(difluoromethyl)-1H-pyrazol-5-yl]pyridine FC(C1=NNC(=C1)C1=CC=NC=C1)F